3-((4-bromo-2-methylphenyl)sulfonyl)oxetane BrC1=CC(=C(C=C1)S(=O)(=O)C1COC1)C